N-[(1R)-3-amino-1-methyl-propyl]-5-[4-(trifluoromethyl)phenoxy]naphthalene-2-carboxamide NCC[C@@H](C)NC(=O)C1=CC2=CC=CC(=C2C=C1)OC1=CC=C(C=C1)C(F)(F)F